[Si](C1=CC=CC=C1)(C1=CC=CC=C1)(C(C)(C)C)OC[C@@H]1[C@@H](C1)CO [(1R,2S)-2-[[tert-butyl(diphenyl)silyl]oxymethyl]-cyclopropyl]methanol